C1(CC1)CN(C=1SC(=C(N1)C1=CC=C(C=C1)F)C#N)C1=C(N=C2SC(=CN21)C2CCN(CC2)CC(=O)N2CC(C2)O)CC 2-(Cyclopropylmethyl(6-ethyl-2-(1-(2-(3-hydroxyazetidin-1-yl)-2-oxoethyl)piperidin-4-yl)imidazo[2,1-b]thiazol-5-yl)amino)-4-(4-fluorophenyl)thiazole-5-carbonitrile